NC1=NC=2N(C(=C1)C1=C(C=C(C#N)C=C1)OC=1N(N=C(C1)C1CC1)C)N=CC2 4-(5-aminopyrazolo[1,5-a]pyrimidin-7-yl)-3-(5-cyclopropyl-2-methylpyrazol-3-yl)oxybenzonitrile